Tert-butyl (6-bromo-7-chloroisoquinolin-3-yl)(tert-butoxycarbonyl)carbamate BrC=1C=C2C=C(N=CC2=CC1Cl)N(C(OC(C)(C)C)=O)C(=O)OC(C)(C)C